FC1=C2C3=C(NC2=C(C=C1F)NC)N=CC(=C3N3[C@@H]1CN([C@@H]1CC3)C)C=3C=C1C(C(=CN(C1=NC3)C)C(=O)O)=O 6-[5,6-difluoro-8-(methylamino)-4-(cis-6-methyl-2,6-diazabicyclo[3.2.0]hept-2-yl)-9H-pyrido[2,3-b]indol-3-yl]-1-methyl-4-oxo-1,8-naphthyridine-3-carboxylic acid